Cl.CC=1N=C2N(C=C(N=C2C)NC(=O)N2CCC=3C2=NC=CC3N3C[C@H](N[C@H](C3)C)C)C1 N-(2,8-dimethylimidazo[1,2-a]pyrazin-6-yl)-4-((3R,5S)-3,5-dimethylpiperazin-1-yl)-2,3-dihydro-1H-pyrrolo[2,3-b]pyridine-1-carboxamide hydrochloride